3-(3-Fluoro-4-(4-methylpyrimidin-2-yl)oxo-phenyl)-5-methyl-4-(2-methyl-4-nitro-phenyl)-1H-pyrrole-2-carboxylic acid FC=1C(C(C=CC1C1=NC=CC(=N1)C)C1=C(NC(=C1C1=C(C=C(C=C1)[N+](=O)[O-])C)C)C(=O)O)=O